CC1=C(C=C(C=C1)NC(C=C)=O)C1=NC(=CC(=C1)CN1CCOCC1)NC=1SC(=CN1)C N-(4-methyl-3-(6-((5-methylthiazol-2-yl)amino)-4-(morpholinomethyl)pyridin-2-yl)phenyl)acrylamide